BrC=1C=C(C=C(C1)Cl)CNS(=O)(=O)C N-[(3-bromo-5-chlorophenyl)methyl]methanesulfonamide